3-(3-fluoro-2-nitro-phenyl)prop-2-enoic acid methyl ester COC(C=CC1=C(C(=CC=C1)F)[N+](=O)[O-])=O